F[C@@H]1C[C@H](N(C1)C(=O)OCC1C2=CC=CC=C2C2=CC=CC=C12)C(=O)O (2s,4r)-4-fluoro-1-Fmoc-pyrrolidine-2-carboxylic acid